FC(C1(CC1)C#CC=1C=CC=NC1)(F)F 5-((1-(trifluoromethyl)cyclopropyl)ethynyl)pyridin